FC1=CC=CC2=C1NC(SC2)=O 8-fluoro-1,4-dihydro-2H-benzo[d][1,3]thiazin-2-one